copper fluoride oxide [Cu](F)(F)=O